N[C@@H]1C2=CC=CC=C2CC12CCN(CC2)C=2N=CC(=NC2CO)C#CCN2C=CC1=CC(=CC=C21)C(=O)N (S)-1-(3-(5-(1-amino-1,3-dihydrospiro[indene-2,4'-piperidine]-1'-yl)-6-(hydroxymethyl)pyrazin-2-yl)prop-2-yn-1-yl)-1H-indole-5-carboxamide